C(C)OC(C)OCC1C(C(C1)=C(CO)C)(C)C 2-[3-(1-ethoxyethoxy)methyl-2,2-dimethylcyclobutylidene]propan-1-ol